NC(C(=O)O)CSC(CCO)(C)C 2-amino-7-hydroxy-5,5-dimethyl-4-thiaheptanoic acid